Methyl 2-amino-5-((3,4,5-trifluorobenzyl)oxy)benzoate NC1=C(C(=O)OC)C=C(C=C1)OCC1=CC(=C(C(=C1)F)F)F